C(C(C)C)[Al](OC1=C(C=C(C=C1C(C)(C)C)C)C(C)(C)C)OC1=C(C=C(C=C1C(C)(C)C)C)C(C)(C)C isobutyl-bis(2,6-di-tert-butyl-4-methylphenoxy)aluminum